(S)-3-((S)-2-(4-methoxy-1H-indole-2-carboxamido)-4-methylpentanamido)-2-oxo-4-((S)-2-oxopyrrolidin-3-yl)butyl dihydrogen phosphate P(=O)(OCC([C@H](C[C@H]1C(NCC1)=O)NC([C@H](CC(C)C)NC(=O)C=1NC2=CC=CC(=C2C1)OC)=O)=O)(O)O